FC(C(=O)O)(F)F.FC=1C=C(C=C(C1)F)C1CC=NN1C(=O)C1CC2C(CNC2)C1 (5-(3,5-difluorophenyl)-4,5-dihydro-1H-pyrazol-1-yl)(octahydrocyclopenta[c]pyrrol-5-yl)methanone trifluoroacetate